bis[3,5-di-tert-butyl-4-hydroxyphenyl]hydrazine C(C)(C)(C)C=1C=C(C=C(C1O)C(C)(C)C)NNC1=CC(=C(C(=C1)C(C)(C)C)O)C(C)(C)C